N1=CC=CC2=CC(=CC=C12)/C=C/C(=O)OCCOC 2-Methoxyethyl (E)-3-(quinolin-6-yl)acrylate